C1=CC(=CC=C1[C@@]2([C@@H]([C@H]([C@@H]([C@H](O2)C(=O)O)O)O)O)O)[N+](=O)[O-] p-nitrophenyl-β-D-glucuronic acid